O1CCN(CC1)CC1=CC(=C(N)C=C1)[N+](=O)[O-] 4-(morpholinomethyl)-2-nitroaniline